BrC1=C(C(=O)NC=2SC=C(C2C(=O)O)C2=CC=C(C=C2)Cl)C=C(C=C1)F 2-(2-bromo-5-fluorobenzamido)-4-(4-chlorophenyl)thiophene-3-carboxylic acid